C(C)OC(C(C=O)C12CC(C1)C2)=O 2-(bicyclo[1.1.1]pentan-1-yl)-3-oxopropanoic acid ethyl ester